FC1=CC2=C(NC(=N2)NC(CCCNC(C)=O)C2=CC(=CC=C2)C(F)(F)F)C=C1 N-{4-[(5-fluoro-1H-1,3-benzodiazol-2-yl)amino]-4-[3-(trifluoromethyl)phenyl]butyl}acetamide